methyl 2,6-difluoro-3-bromobenzoate FC1=C(C(=O)OC)C(=CC=C1Br)F